C(#N)[C@H](C[C@H]1C(NCC1)=O)NC(=O)[C@H]1N([C@@H]2CC([C@H]1CC2)(F)F)C([C@](C)(C2=CC=CC=C2)O)=O (1S,3S,4S)-N-((S)-1-cyano-2-((S)-2-oxopyrrolidin-3-yl)ethyl)-5,5-difluoro-2-((S)-2-hydroxy-2-phenylpropanoyl)-2-azabicyclo[2.2.2]octane-3-carboxamide